C(C1=CC=CC=C1)(=O)ON=C(C(=O)C1=CC=C(C=C1)SC1=CC=CC=C1)CCC1CCCC1 4-cyclopentyl-1-[4-(phenylsulfanyl)phenyl]-1,2-butanedione 2-(O-benzoyl oxime)